(triphenylphosphine) copper (I) [Cu+].C1(=CC=CC=C1)P(C1=CC=CC=C1)C1=CC=CC=C1